Cl.NC1C(N(C(C(C1)C1=C(C(=CC=C1F)F)F)C)CC(F)(F)F)=O 3-amino-6-methyl-1-(2,2,2-trifluoroethyl)-5-(2,3,6-trifluorophenyl)piperidin-2-one Hydrochloride